6-methoxy-N4-((5-(methylthio)pyridin-2-yl)methyl)-5-phenylpyridine-3,4-diamine COC1=C(C(=C(C=N1)N)NCC1=NC=C(C=C1)SC)C1=CC=CC=C1